C(C)(C)CC(=O)[O-].C(C)(C)CC(=O)[O-].C(C)(C)CC(=O)[O-].[Al+3] aluminum tris(isopropylacetate)